C1(CC1)N1N=CC(=C1)C=1C=C(C=CC1)N(C(=O)[C@@H]1CC[C@H](CC1)OC(=O)NCC(=O)OC)C[C@@H]1CC[C@H](CC1)C1=CC(=C(C=C1)OC)C Methyl 2-((((trans-4-((3-(1-cyclopropyl-1H-pyrazol-4-yl)phenyl)((trans-4-(4-methoxy-3-methylphenyl)cyclohexyl) methyl)carbamoyl)cyclohexyl)oxy) carbonyl)amino)acetate